2,4,6-triiodoisophthalic acid ethyl ester C(C)OC(C1=C(C(C(=O)O)=C(C=C1I)I)I)=O